FC1(C=2N(CC(CC1)CO)N=C1C2CN([C@@H](C1)C)C(=O)[O-])F (R)-11,11-difluoro-8-(hydroxymethyl)-3-methyl-1,3,4,7,8,9,10,11-octahydro-2H-pyrido[4',3':3,4]pyrazolo[1,5-a]azepine-2-carboxylate